N(=C=O)C=1C(=C2COCC2=CC1C(C)C)C(C)C 5-isocyanato-4,6-diisopropyl-1,3-dihydroisobenzofuran